S(=S)(=O)([O-])[O-].[Fe+2] Iron Thiosulfate